FC=1C=C(C=NC1)C1CC=NN1C(=O)C1CCNC2(CC2)C1 (5-(5-Fluoropyridin-3-yl)-4,5-dihydro-1H-pyrazol-1-yl)(4-azaspiro[2.5]oct-7-yl)methanone